(4-bromophenyl)((1S,2aS,7bS)-2a-methyl-1-(pyridin-2-yl)-2,2a-dihydrobenzo[b]cyclobuta[d]thiophen-7b(1H)-yl)methanone BrC1=CC=C(C=C1)C(=O)[C@]12C3=C(S[C@]1(C[C@@H]2C2=NC=CC=C2)C)C=CC=C3